ClC1=C(C=C(C=C1)NC(OC(C)(C)C)=O)CS(=O)(=O)C Tert-butyl (4-chloro-3-((methylsulfonyl)methyl)phenyl)carbamate